BrCC#CC1=NC=CC=C1 2-(3-bromoprop-1-ynyl)pyridine